4,4-difluoro-N-methylcyclohexane-1-carboxamide FC1(CCC(CC1)C(=O)NC)F